4-{[1-(6-bromopyridin-3-yl)piperidin-4-yl]Methyl}piperazine-1-carboxylic acid tert-butyl ester C(C)(C)(C)OC(=O)N1CCN(CC1)CC1CCN(CC1)C=1C=NC(=CC1)Br